ClC1=NC=CC(=C1)P(OC)OC 2-chloro-4-dimethoxyphosphinopyridine